tert-Butyl (S)-(4'-(benzyloxy)-2'-(methylthio)-3,4,5',8'-tetrahydro-2H-spiro[naphthalene-1,7'-pyrano[4,3-d]pyrimidin]-7-yl)carbamate C(C1=CC=CC=C1)OC=1C2=C(N=C(N1)SC)C[C@@]1(OC2)CCCC2=CC=C(C=C21)NC(OC(C)(C)C)=O